dimethoxy-[1,1'-biphenyl]-2-ol COC=1C(=C(C(=CC1)C1=CC=CC=C1)O)OC